4-(4-methylpent-3-en-1-yl)cyclohex-3-en-1-carbaldehyde CC(=CCCC1=CCC(CC1)C=O)C